C(C)N1C=C(C(C2=C1N=NC(=C2)OC2CC1=CC=CC=C1C2)=O)C(=O)N2CC1CCC(C2)O1 8-Ethyl-3-indan-2-yloxy-6-(8-oxa-3-azabicyclo[3.2.1]octane-3-carbonyl)pyrido[2,3-c]pyridazin-5-one